ClC=1C=CC(=C(COC2CCN(CC2)C(=O)N2N=C(C=C2)C(=O)O)C1)C(F)(F)F 1-(4-((5-chloro-2-(trifluoromethyl)benzyl)oxy)piperidine-1-carbonyl)-1H-pyrazole-3-carboxylic acid